1-(2-methylphenyl)prop-2-yn-1-ol CC1=C(C=CC=C1)C(C#C)O